4-(4-Aminoisoindoline-2-carbonyl)-5-(benzyloxy)-1,3-phenylenedi(4-toluenesulfonate) NC1=C2CN(CC2=CC=C1)C(=O)C1=C(C=C(C=C1OCC1=CC=CC=C1)CC1=CC=C(C=C1)S(=O)(=O)[O-])CC1=CC=C(C=C1)S(=O)(=O)[O-]